C1(CCC1)C1=CC(=NC(=N1)C=1SC=C(N1)C)NC1CCC(CC1)(F)F 6-cyclobutyl-N-(4,4-difluorocyclohexyl)-2-(4-methylthiazol-2-yl)pyrimidin-4-amine